ClC1=NNC(=C1)Cl 3,5-dichloro-1H-pyrazole